O-(2,2-Difluoro-6-nitrobenzo[d][1,3]dioxol-5-yl)-N-trityl-L-serine FC1(OC2=C(O1)C=C(C(=C2)OC[C@H](NC(C2=CC=CC=C2)(C2=CC=CC=C2)C2=CC=CC=C2)C(=O)O)[N+](=O)[O-])F